iron ammonium salt [NH4+].[Fe+2]